ClC=1C=C2C(=CC(=NC2=CC1)C(F)(F)F)N[C@@H]1C[C@@H](CCC1)NC(=O)C=1C=NN(C1)S(=O)(=O)C N-[(1R,3S)-3-{[6-chloro-2-(trifluoromethyl)quinolin-4-yl]amino}cyclohexyl]-1-methanesulfonyl-1H-pyrazole-4-carboxamide